BrC1=C2C(=NC=C1)C=NN2COCC[Si](C)(C)C 7-bromo-1-((2-(trimethylsilyl)ethoxy)methyl)-1H-pyrazolo[4,3-b]Pyridine